D-Tagatose 1-phosphate P(=O)(O)(O)OCC(=O)[C@@H](O)[C@@H](O)[C@H](O)CO